[C@H]12COC[C@H](CC1)N2C=2C=CC(=C(C2)S(=O)(=O)NC(=O)C2=NC1=CC=CC(=C1C=C2)C2=NC=CC=C2)OC N-((5-((1R,5S)-3-oxa-8-azabicyclo[3.2.1]octan-8-yl)-2-methoxyphenyl)sulfonyl)-5-(pyridin-2-yl)quinoline-2-carboxamide